(R)-benzyl 4-(oxiran-2-ylmethyl)piperazine-1-carboxylate O1[C@@H](C1)CN1CCN(CC1)C(=O)OCC1=CC=CC=C1